(2R)-1-(2H-1,2,3-triazol-2-yl)propan-2-amine dihydrochloride Cl.Cl.N=1N(N=CC1)C[C@@H](C)N